C(C=C)(=O)NC(CC)O acryloylamino-1-propanol